2-aminoethylmethacrylamide NCCC=C(C(=O)N)C